2,7-dibromo-9,9-dimethyl-9H-thioxanthene-10,10-dioxide BrC1=CC=2C(C3=CC(=CC=C3S(C2C=C1)(=O)=O)Br)(C)C